tert-butyl 4-((4,6-dichloropyrimidin-2-yl)methyl)-2,6-dimethylpiperazine-1-carboxylate ClC1=NC(=NC(=C1)Cl)CN1CC(N(C(C1)C)C(=O)OC(C)(C)C)C